1-iso-butoxy-1,1,3,3-tetramethyldisiloxane C(C(C)C)O[Si](O[SiH](C)C)(C)C